C(#N)C1=CC(=C(C=C1)CON1N=C(C=C1)C1CCN(CC1)CC1=NC2=C(N1C[C@H]1OCC1)C=C(C=C2)C(=O)OC)F methyl 2-[(4-{1-[(4-cyano-2-fluorophenyl)methoxy]-1H-pyrazol-3-yl}piperidin-1-yl)methyl]-1-{[(2S)-oxetan-2-yl]methyl}-1H-benzimidazole-6-carboxylate